3-(4-(Benzyloxy)-3,5-difluoro-6-(trifluoromethyl)pyridin-2-yl)-N,1-dimethyl-N-(tetrahydro-2H-pyran-4-yl)-1H-pyrazolo[4,3-c]pyridin-6-amine C(C1=CC=CC=C1)OC1=C(C(=NC(=C1F)C(F)(F)F)C1=NN(C2=C1C=NC(=C2)N(C2CCOCC2)C)C)F